3-bromo-1-(3-chloro-2-pyridinyl)-N-{4-cyano-2-methyl-6-[(methylamino)carbonyl]phenyl}-1H-pyrazole-5-carboxamide BrC1=NN(C(=C1)C(=O)NC1=C(C=C(C=C1C(=O)NC)C#N)C)C1=NC=CC=C1Cl